ClC=1C(=C2C=NNC2=CC1C)C=1C(=NN(C1C)C1CC2(CN(C2)C(C=C)=O)C1)C=1C=C2C=NN(C2=CC1)C 1-(6-(4-(5-chloro-6-methyl-1H-indazol-4-yl)-5-methyl-3-(1-methyl-1H-indazol-5-yl)-1H-pyrazol-1-yl)-2-azaspiro[3.3]hept-2-yl)prop-2-en-1-one